4-Isopropoxybenzenesuccinate C(C)(C)OC1=CC=C(C=C1)C(CC(=O)[O-])C(=O)[O-]